ClCC(=O)NC1=CC(=C(C=C1)F)OC1=NC(=NN2C1=CC=C2)NC=2C=NN(C2)CC(F)F 2-chloro-N-(3-((2-((1-(2,2-difluoroethyl)-1H-pyrazol-4-yl)amino)pyrrolo[2,1-f][1,2,4]triazin-4-yl)oxy)-4-fluorophenyl)acetamide